ethyl 4-((1-(4-(3-hydroxyoxetan-3-yl)benzoyl)piperidin-4-yl)oxy)benzoate OC1(COC1)C1=CC=C(C(=O)N2CCC(CC2)OC2=CC=C(C(=O)OCC)C=C2)C=C1